ClC1=C2C(=NC=C1C1=NC=NC=C1)N(C=C2)COCC[Si](C)(C)C 4-(4-chloro-1-{[2-(trimethylsilyl)ethoxy]methyl}-1H-pyrrolo[2,3-b]pyridin-5-yl)pyrimidine